1-difluoromethyl-3-methylimidazolesulfonate FC(N1C(N(C=C1)C)S(=O)(=O)[O-])F